(S)-2-chloro-1'-(3-(1,3-dihydroisobenzofuran-5-yl)-1H-pyrazolo[3,4-b]pyrazin-6-yl)-4,6-dihydrospiro[cyclopenta[d]thiazole-5,4'-piperidin]-6-amine ClC=1SC2=C(N1)CC1(CCN(CC1)C1=CN=C3C(=N1)NN=C3C=3C=C1COCC1=CC3)[C@@H]2N